(1R,3s,5S)-tert-butyl 3-(3-chloro-5-oxopyrido[2,3-c]pyridazin-8(5H)-yl)-8-azabicyclo[3.2.1]octane-8-carboxylate ClC1=CC2=C(N=N1)N(C=CC2=O)C2C[C@H]1CC[C@@H](C2)N1C(=O)OC(C)(C)C